(S)-3-amino-8-chloro-5-methyl-2,3-dihydropyrido[3,2-b][1,4]oxazepin-4(5H)-one N[C@@H]1C(N(C2=C(OC1)C=C(C=N2)Cl)C)=O